[Ni+2].[Cu+2].[O-]P([O-])(=O)OP(=O)([O-])[O-] pyrophosphate copper-nickel